N-(2-(2-methylpyridin-4-yl)-1-((2-(trimethylsilyl)ethoxy)methyl)-1H-pyrrolo[3,2-c]Pyridin-6-yl)cyclopropanecarboxamide CC1=NC=CC(=C1)C1=CC=2C=NC(=CC2N1COCC[Si](C)(C)C)NC(=O)C1CC1